CN1C(=NC=C1S(=O)(=O)N1CCN(CC1)C(COC=1C=CC=C2C(=NN(C12)C)C1C(NC(CC1)=O)=O)=O)C 3-(7-(2-(4-((1,2-Dimethyl-1H-imidazol-5-yl)sulfonyl)piperazin-1-yl)-2-oxo-ethoxy)-1-methyl-1H-indazol-3-yl)piperidine-2,6-dione